2-((tert-butoxycarbonyl)imino)-3-methyl-2,3-dihydro-1H-imidazol C(C)(C)(C)OC(=O)N=C1NC=CN1C